1-(7-nitro-3,4-dihydroisoquinolin-2(1H)-yl)ethanone methyl-2-(azetidin-3-yl)acetate trifluoroacetic acid salt FC(C(=O)O)(F)F.COC(CC1CNC1)=O.[N+](=O)([O-])C1=CC=C2CCN(CC2=C1)C(C)=O